C1(=CC=CC=C1)C1=C(C(=NC=C1)[C@@H]1OCCC1)N |r| (±)-4-phenyl-2-(tetrahydrofuran-2-yl)pyridin-3-amine